C(C)N(C=1C=C2[O+]=C3/C(/CCCC3=CC2=CC1)=C/C1=CC=C(C=C1)N(C1=CC=CC=C1)C1=CC=CC=C1)CC (E)-6-(diethylamino)-4-(4-(diphenylamino)benzylidene)-1,2,3,4-tetrahydroxanthylium